6-Methyl-2-(4-(2-(trifluoromethyl)phenoxy)piperidin-1-yl)pyrimidine-4-carboxylic Acid CC1=CC(=NC(=N1)N1CCC(CC1)OC1=C(C=CC=C1)C(F)(F)F)C(=O)O